ONC(=O)[C@H]1[C@@H]2CC[C@H](CN1S(=O)(=O)C=1C=NC(=CC1)OC1=CC=C(C=C1)OC(F)(F)F)N2C(=O)OCCOC 2-methoxyethyl (1S,2R,5R)-2-(hydroxycarbamoyl)-3-((6-(4-(trifluoro-methoxy)phenoxy)-pyridin-3-yl)-sulfonyl)-3,8-diaza-bicyclo[3.2.1]octane-8-carboxylate